(+)-methylbenzylamine CNCC1=CC=CC=C1